ClC=1C=C(C=NC1N1N=CC=N1)NC(=O)N1C[C@@](C2=C1C=NC=1N2N=C(C1)F)(C(F)(F)F)C (S)-N-(5-chloro-6-(2H-1,2,3-triazol-2-yl)pyridin-3-yl)-2-fluoro-8-methyl-8-(trifluoromethyl)-7,8-dihydro-6H-pyrazolo[1,5-a]pyrrolo[2,3-e]pyrimidine-6-carboxamide